(2R,3R,4S,5R)-5-(2-CHLORO-4-(((S)-1-(2-FLUOROPHENYL)-ETHYL)AMINO)-7H-PYRROLO[2,3-D]PYRIMIDIN-7-YL)-4-FLUORO-2-(HYDROXYMETHYL)TETRAHYDROFURAN-3-OL ClC=1N=C(C2=C(N1)N(C=C2)[C@H]2[C@H]([C@@H]([C@H](O2)CO)O)F)N[C@@H](C)C2=C(C=CC=C2)F